ON=C(N)C=1C=C(SC1)CNC(=O)C1N(CC2(OCCO2)C1)C(CNC(C1=CC=C(C=C1)OC1=CC=CC=C1)=O)=O N-((4-(N'-hydroxycarbamimidoyl)thiophen-2-yl)methyl)-7-(2-(4-phenoxybenzamido)acetyl)-1,4-dioxa-7-azaspiro[4.4]nonane-8-carboxamide